ClC=1C(=C(OC2=C(C(=NC=N2)OC2=C(C=CC=C2)\C(\C(=O)NC)=N/OC)F)C=CC1)C (2E)-2-(2-{[6-(3-Chloro-2-methylphenoxy)-5-fluoropyrimidin-4-yl]oxy}phenyl)-2-(methoxyimino)-N-methylethanamid